C1(CC1)[C@@H]1N(CC[C@@H](C1)O)C=1C=CC(=NC1C#N)C=1C(=NC=CC1)OCC |r| rac-5-[cis-2-cyclopropyl-4-hydroxypiperidin-1-yl]-2'-ethoxy-[2,3'-bipyridine]-6-carbonitrile